FC1=C(C#N)C=CC(=C1)C1=C2C(=CN=C1C1=CC3=CN(N=C3C=C1)C)N(C=C2)C[C@@H]2CNCC2 (S)-2-fluoro-4-(5-(2-methyl-2H-indazol-5-yl)-1-(pyrrolidin-3-ylmethyl)-1H-pyrrolo[2,3-c]pyridin-4-yl)benzonitrile